BrC1=C(C=CC(=C1)Cl)N1C(=NC2=CC(=C(C=C2C1=O)/C=C/C(=O)OCC)F)CC (E)-ethyl 3-(3-(2-bromo-4-chlorophenyl)-2-ethyl-7-fluoro-4-oxo-3,4-dihydroquinazolin-6-yl)acrylate